1-(3-aminobenzyl)-3-bromo-4-[(2,4-difluorobenzyl)oxy]-6-methylpyridin-2(1H)-one NC=1C=C(CN2C(C(=C(C=C2C)OCC2=C(C=C(C=C2)F)F)Br)=O)C=CC1